N-ethyl-N-hydroxyethyl-acrylamide C(C)N(C(C=C)=O)CCO